O=C1C(C(CCC1)=O)C(=O)C=1C(N(C(N(N1)C)=O)C1=CC=C(C=C1)F)=O 6-(2,6-dioxocyclohexanecarbonyl)-4-(4-fluorophenyl)-2-methyl-1,2,4-triazine-3,5-dione